CC1CN(CCN1)C1=CC(=C(C(=O)OC)C=C1)[N+](=O)[O-] methyl 4-(3-methylpiperazin-1-yl)-2-nitrobenzoate